C1(CCCC1)N1C(C(=CC2=C1N=C(N=C2)NC=2C=NN(C2)C2CCN(CC2)C)C#N)=O 8-cyclopentyl-2-((1-(1-methylpiperidin-4-yl)-1H-pyrazol-4-yl)amino)-7-oxo-7,8-dihydropyrido[2,3-d]pyrimidine-6-carbonitrile